C(=O)(OC(C)(C)C)N1CCN(CC1)C1=CC=C(C=N1)B1OC(C)(C)C(C)(C)O1 6-(4-Boc-1-piperazinyl)pyridine-3-boronic acid pinacol ester